O=C1N(CCC1)CCCN(C1=CC=C(C=N1)C1=NC=2N(C(N(C(C2N1)=O)C1CC1)=O)CCC)C(=O)C1=CC(=C(C=C1)F)F 8-(6-{[3-(2-Oxo-1-pyrrolidinyl)propyl](3,4-difluorophenyl)carbonylamino}-3-pyridyl)-1-cyclopropyl-3-propylxanthine